1-[5-(5-chloro-2-methoxypyridin-4-yl)-1H-pyrazole-3-carbonyl]-N-[(4,4-difluoro-5-oxopyrrolidin-2-yl)methyl]piperidine-4-carboxamide ClC=1C(=CC(=NC1)OC)C1=CC(=NN1)C(=O)N1CCC(CC1)C(=O)NCC1NC(C(C1)(F)F)=O